(1s,4s)-4-(2-(3,3-difluorocyclobutylamino)-8-(2,4,6-trichlorophenylamino)-9H-purin-9-yl)-1-methylcyclohexanecarboxamide FC1(CC(C1)NC1=NC=C2N=C(N(C2=N1)C1CCC(CC1)(C(=O)N)C)NC1=C(C=C(C=C1Cl)Cl)Cl)F